C(C)(C)(C)OC(NC1=C(SC(=C1)Br)Br)=O N-(2,5-dibromothien-3-yl)carbamic acid tert-butyl ester